C(C=C)N1C(=CC=2C1=NC(=CC2)[C@@H](C)NC(CC2=CC(=CC=C2)C=C)=O)C2=NC1=C(N2C)C(=CC(=C1)C(=O)OC)OC methyl (R)-2-(1-allyl-6-(1-(2-(3-vinylphenyl)acetamido)ethyl)-1H-pyrrolo[2,3-b]pyridin-2-yl)-7-methoxy-1-methyl-1H-benzo[d]imidazole-5-carboxylate